C1NCC12CC(C2)C=2C=CN1N=CN=C(C12)N 5-(2-azaspiro[3.3]heptan-6-yl)pyrrolo[2,1-f][1,2,4]triazin-4-amine